Methyl (1S,4aS,10aR)-1,4a-dimethyl-6-(trifluoromethanesulfonyloxy)-1,2,3,4,4a,9,10,10a-octahydrophenanthrene-1-carboxylate C[C@@]1(CCC[C@@]2(C3=CC(=CC=C3CC[C@@H]12)OS(=O)(=O)C(F)(F)F)C)C(=O)OC